C1(CC1)COC=1C=CC(=NC1)NC([C@H](C)N1C[C@@H](C(CC1)(F)F)C1=CNC(C(=C1)C(C)(C)O)=O)=O (S)-N-(5-(cyclopropylmethoxy)pyridin-2-yl)-2-((s)-4,4-difluoro-3-(5-(2-hydroxypropan-2-yl)-6-oxo-1,6-dihydropyridin-3-yl)piperidin-1-yl)propanamide